((2-(3'-(5-((3-cyanoazetidin-1-yl)methyl)-6-(difluoromethoxy)benzo[d]oxazol-2-yl)-2,2'-dimethyl-[1,1'-biphenyl]-3-yl)-6-(difluoromethoxy)benzo[d]oxazol-5-yl)methyl)-L-proline C(#N)C1CN(C1)CC=1C(=CC2=C(N=C(O2)C=2C(=C(C=CC2)C2=C(C(=CC=C2)C=2OC3=C(N2)C=C(C(=C3)OC(F)F)CN3[C@@H](CCC3)C(=O)O)C)C)C1)OC(F)F